C(C)(C)(C)OC(=O)N1C2CN(CC1CC2)C=2C1=C(N=C(N2)Cl)C(=C(N=C1)C1=CC=CC2=CC=CC(=C12)Cl)F 3-(2-chloro-7-(8-chloronaphthalen-1-yl)-8-fluoropyrido[4,3-d]pyrimidin-4-yl)-3,8-diazabicyclo[3.2.1]octane-8-carboxylic acid tert-butyl ester